ClC1=C(C(=CC=C1)C(F)(F)F)COC=1C=NC(=NC1)N1CCC(CC1)O 1-(5-{[2-chloro-6-(trifluoromethyl)phenyl]methoxy}pyrimidin-2-yl)piperidin-4-ol